(5RS)-5-(2-chloro-4-methylbenzyl)-3-[5-(3-cyclopropyl-phenoxy)pyridazin-4-yl]-5,6-dihydro-4H-1,2,4-oxadiazine ClC1=C(C[C@H]2NC(=NOC2)C2=CN=NC=C2OC2=CC(=CC=C2)C2CC2)C=CC(=C1)C |r|